6-amino-3-methylquinazolin-4(3H)-one NC=1C=C2C(N(C=NC2=CC1)C)=O